Cl\C=C/C=1C=C2C=CN(C2=CC1)C(=O)OC(C)(C)C (Z)-tert-Butyl 5-(2-chlorovinyl)-1H-indole-1-carboxylate